[Cl-].[Cl-].C[N+](C)(C)CCC[C-]1C=CC=C1.[C-]1(C=CC=C1)CCC[N+](C)(C)C.[Fe+2] 1,1'-bis(trimethylammoniopropyl)ferrocene dichloride